C1=C(C=C(C2=C1C(=O)OC(=O)N2)Br)Br 6,8-dibromoisatoic anhydride